N=1C=CN2C1CN(CC2)CC21CC(C2)C1 3-((5,6-dihydroimidazo[1,2-a]pyrazin-7(8H)-yl)methyl)bicyclo[1.1.1]pentan